bis(isocyanatocyclohexyl)methane N(=C=O)C1(CCCCC1)CC1(CCCCC1)N=C=O